(5Z)-13-{[(1,3-oxazol-2-yl)carbamoyl]methoxy}tridec-5-en O1C(=NC=C1)NC(=O)COCCCCCCC\C=C/CCCC